(1S)-1-(3-bromo-4-fluoro-phenyl)-2,2-difluoro-ethanol BrC=1C=C(C=CC1F)[C@@H](C(F)F)O